2-[(2-chlorobenzoyl)amino]-4-[2-isopropoxyethyl-[4-(5,6,7,8-tetrahydro-1,8-naphthyridin-2-yl)butyl]amino]butanoic acid ClC1=C(C(=O)NC(C(=O)O)CCN(CCCCC2=NC=3NCCCC3C=C2)CCOC(C)C)C=CC=C1